C1OC2=CC=C(C=C2O1)CCCN 4-Methylenedioxyphenylpropylamine